6-bromo-2-(difluoromethyl)pyrido[3,4-d]pyrimidin-4(3H)-one BrC1=CC2=C(N=C(NC2=O)C(F)F)C=N1